C1(=C(C=CC=C1)C1(CC1)NC(=O)C1CNCCC1)C piperidine-3-carboxylic acid (1-o-tolyl-cyclopropyl)-amide